5-(5-(trifluoromethyl)pyrimidin-2-yl)oxazol FC(C=1C=NC(=NC1)C1=CN=CO1)(F)F